2-bromo-N,N-dimethylethanamine hydrobromide CN(C)CCBr.Br